(R)-1-(benzyloxy)dodec-5-yn-3-ol C(C1=CC=CC=C1)OCC[C@@H](CC#CCCCCCC)O